isopropyl (S)-6-diazo-2-((S)-3-(7-fluoro-1H-indol-3-yl)-2-isopropoxypropanamido)-5-oxohexanoate [N+](=[N-])=CC(CC[C@@H](C(=O)OC(C)C)NC([C@H](CC1=CNC2=C(C=CC=C12)F)OC(C)C)=O)=O